(E)-1-[4-[(1-Benzyltriazol-4-yl)methoxy]-2-hydroxyphenyl]-3-(4-prop-2-ynoxyphenyl)prop-2-en-1-one C(C1=CC=CC=C1)N1N=NC(=C1)COC1=CC(=C(C=C1)C(\C=C\C1=CC=C(C=C1)OCC#C)=O)O